(S)-2-(2-(2-methylazetidin-1-yl)-6,7-dihydro-5H-cyclopenta[d]pyrimidin-4-yl)-1H-indole-4-carboxylic acid C[C@@H]1N(CC1)C=1N=C(C2=C(N1)CCC2)C=2NC=1C=CC=C(C1C2)C(=O)O